C(CCC)(=O)OC=1C(OC(CCC)=O)=CC(=CC1C)CC=C 4-allyl-6-methylcatechol di-n-butyrate